3-((3-(1-(2-((tert-butyldimethylsilyl)oxy)ethyl)-1H-pyrrolo[3,2-c]pyridin-7-yl)-6-(methylthio)-2,4-dioxo-3,4-dihydro-1,3,5-triazin-1(2H)-yl)methyl)-4-chlorobenzonitrile [Si](C)(C)(C(C)(C)C)OCCN1C=CC=2C=NC=C(C21)N2C(N(C(=NC2=O)SC)CC=2C=C(C#N)C=CC2Cl)=O